N-((1-benzylcyclobutyl)methyl)-3-methyl-1H-1,2,4-triazole-5-carboxamide C(C1=CC=CC=C1)C1(CCC1)CNC(=O)C1=NC(=NN1)C